1,3-dimethyl-5-(1-methyl-3,4,5,6,7,7a-hexahydro-2H-indol-3a-yl)pyrazolol CN1NC(C=C1C12CCN(C2CCCC1)C)(O)C